4-(4-(5-((2-(1-Benzylpiperidin-4-yl)ethyl)carbamoyl)thiazol-2-yl)phenoxy)piperidine-1-carboxylate C(C1=CC=CC=C1)N1CCC(CC1)CCNC(=O)C1=CN=C(S1)C1=CC=C(OC2CCN(CC2)C(=O)[O-])C=C1